N-(4-methyl-5-phenylpyridin-2-yl)-4-(2-methyl-6,7-dihydropyrazolo[1,5-a]pyrimidin-4(5H)-yl)-4-oxobutanamide CC1=CC(=NC=C1C1=CC=CC=C1)NC(CCC(=O)N1C=2N(CCC1)N=C(C2)C)=O